5-((3,5-dichloropyridin-4-yl)thio)-N-(quinolin-3-yl)-1,3,4-thiadiazole-2-carboxamide ClC=1C=NC=C(C1SC1=NN=C(S1)C(=O)NC=1C=NC2=CC=CC=C2C1)Cl